C(C)C1=NC=C(C=C1C)[N+](=O)[O-] 2-ethyl-3-methyl-5-nitropyridine